4-(2-Azidopropan-2-yl)-6-chloro-1-(cis-3-(isopropylsulfonyl)cyclobutoxy)-2,7-naphthyridine N(=[N+]=[N-])C(C)(C)C1=CN=C(C2=CN=C(C=C12)Cl)O[C@@H]1C[C@@H](C1)S(=O)(=O)C(C)C